CN1C(N(CC2=CC(=CC=C12)C1=CN=CC=2[C@@H](CCCC12)NC(CC)=O)C)=O (R)-N-(4-(1,3-dimethyl-2-oxo-1,2,3,4-tetrahydroquinazolin-6-yl)-5,6,7,8-tetrahydroisoquinolin-8-yl)propanamide